F[B-](F)(F)F.[Li+] Lithium tetrafluoroborat